C(N)(=O)C1=C(C=C(C=N1)N1CCN(CC1)C(=O)OC(C)(C)C)NCC1=CC=C(C=C1)Cl tert-Butyl 4-[6-carbamoyl-5-[(4-chlorophenyl)methylamino]-3-pyridyl]piperazine-1-carboxylate